N1C=CC2=NC=CC(=C21)C#N 1H-pyrrolo[3,2-b]pyridine-7-carbonitrile